5-fluoro-2-methylquinolin FC1=C2C=CC(=NC2=CC=C1)C